N-(4-(6-bromobenzo[d][1,3]dioxol-5-yl)phenyl)-2,6-difluorobenzamide BrC=1C(=CC2=C(OCO2)C1)C1=CC=C(C=C1)NC(C1=C(C=CC=C1F)F)=O